4,4-dimethoxypent-2-yne COC(C#CC)(C)OC